3-(4-((4-(4-((4-((3-(methylsulfonyl)benzyl)amino)-5-(trifluoromethyl)pyrimidin-2-yl)amino)phenyl)piperazin-1-yl)methyl)phenyl)piperidine-2,6-dione CS(=O)(=O)C=1C=C(CNC2=NC(=NC=C2C(F)(F)F)NC2=CC=C(C=C2)N2CCN(CC2)CC2=CC=C(C=C2)C2C(NC(CC2)=O)=O)C=CC1